(1R,2R)-1-((2R,3R,4S,6R)-3-acetamido-4-acetoxy-6-(methoxycarbonyl)-6-(p-tolylthio)tetrahydro-2H-pyran-2-yl)-3-(3-phenoxybenzamido)propane-1,2-diyl diacetate C(C)(=O)O[C@H]([C@@H](CNC(C1=CC(=CC=C1)OC1=CC=CC=C1)=O)OC(C)=O)[C@@H]1O[C@](C[C@@H]([C@H]1NC(C)=O)OC(C)=O)(SC1=CC=C(C=C1)C)C(=O)OC